(E)- and (Z)-3-hexenyl formate C(=O)OCCC=CCC